C12COCC(CC1)N2C=2C=CC1=C(N=C(O1)C1=C3C=C(N=CC3=C(N=C1)NC([2H])([2H])[2H])NC(=O)C1CC1)C2 N-(5-(5-(3-oxa-8-azabicyclo[3.2.1]octan-8-yl)benzo[d]oxazol-2-yl)-8-((methyl-d3)amino)-2,7-naphthyridin-3-yl)cyclopropanecarboxamide